ClC1CCC(CC(CC(CC(CC(CC(CC(CCCOCO1)C)C)C)C)C)C)C 19-chloro-4,6,8,10,12,14,16-heptamethyl-nonadecylenoxymethyl ether